BrC1=CC(=C(C=C1)O)C(C#CC1=CCCCC1)N1CCCC1 4-bromo-2-(3-(cyclohex-1-en-1-yl)-1-(pyrrolidin-1-yl)prop-2-yn-1-yl)phenol